5beta-Chola-3,11-dien CCC[C@@H](C)[C@H]1CC[C@H]2[C@@H]3CC[C@@H]4C=CCC[C@]4(C)[C@H]3C=C[C@]12C